N1C(N=CC=C1)C1NC=CN=C1C(C)NC(C1=CC(=CC(=C1)C(F)(F)F)C(F)(F)F)=O N-[1-[2-(1,2-dihydropyrimidin-2-yl)-1,2-dihydropyrazin-3-yl]ethyl]-3,5-bis(trifluoromethyl)benzamide